[Si](C)(C)(C)C(=[N+]=[N-])[Si](C)(C)C TMS(trimethylsilyl-diazomethane)